1-methyl-4-(2-methylbut-1,3-dien-1-yl)benzene CC1=CC=C(C=C1)C=C(C=C)C